2-(3-chlorophenyl)-2-(3,5-di-tert-butyl-4-hydroxyphenyl)-1-(3-methoxyphenyl)ethan-1-one ClC=1C=C(C=CC1)C(C(=O)C1=CC(=CC=C1)OC)C1=CC(=C(C(=C1)C(C)(C)C)O)C(C)(C)C